phenyl-piperazine-1-carboxylic acid (4-benzylcarbamoyl-[1,2,3]thiadiazol-5-yl)-amide C(C1=CC=CC=C1)NC(=O)C=1N=NSC1NC(=O)N1C(CNCC1)C1=CC=CC=C1